COC(C(CCC#C)NC(=O)OC(C)(C)C)=O.BrC=1C=C(C=CC1)C#CCCC=O 5-(3-bromophenyl)pent-4-ynal methyl-2-(tert-butoxycarbonylamino)hex-5-ynoate